4-amino-2-(1-butyrylazetidin-3-yl)isoindoline-1,3-dione NC1=C2C(N(C(C2=CC=C1)=O)C1CN(C1)C(CCC)=O)=O